ClC=1C=C(C=CC1)N[C@@H](C)C(=O)N1[C@@H]2CC([C@H]([C@H]1C(=O)N[C@H](C[C@H]1C(NCCC1)=O)C#N)CC2)(F)F (1S,3S,4S)-2-((3-chlorophenyl)-L-alanyl)-N-((R)-1-cyano-2-((S)-2-oxopiperidin-3-yl)ethyl)-5,5-difluoro-2-azabicyclo[2.2.2]octane-3-carboxamide